4-[(4-methyl-2-oxo-chromen-7-yl)oxymethyl]-N-[2-oxo-2-(2-thienylmethylcarbamoylamino)ethyl]Benzamide CC1=CC(OC2=CC(=CC=C12)OCC1=CC=C(C(=O)NCC(NC(NCC=2SC=CC2)=O)=O)C=C1)=O